tert-butyl N-[(3R)-1-[4-ethoxy-5-(2-methylpyrazolo[1,5-a]pyridin-5-ylcarbamoyl)pyrimidin-2-yl]pyrrolidin-3-yl]-N-methylcarbamate C(C)OC1=NC(=NC=C1C(NC1=CC=2N(C=C1)N=C(C2)C)=O)N2C[C@@H](CC2)N(C(OC(C)(C)C)=O)C